C(CCCC)C(CCCCCCCCC)S 1-amyl-decyl mercaptan